C(C1=CC=CC=C1)OC=1C=C2C(=NC=NC2=CC1Br)Cl 6-(benzyloxy)-7-bromo-4-chloroquinazoline